Cl.Cl.CN1C=C(C2=CC=C(C=C12)N(C1CCNCC1)C)C1C(NC(CC1)=O)=O 3-[1-methyl-6-[methyl(4-piperidyl)amino]indol-3-yl]piperidine-2,6-dione dihydrochloride